BrC=1C=C(C2=C(C(=CO2)CO)C1)C(F)(F)F (5-bromo-7-(trifluoromethyl)benzofuran-3-yl)methanol